Methyl (S)-4-(1-(1-(3-(chloromethyl)benzyl)-6-(trifluoromethyl)-2,3-dihydro-1H-imidazo[1,2-b]pyrazole-7-carboxamido)ethyl)benzoate ClCC=1C=C(CN2CCN3N=C(C(=C32)C(=O)N[C@@H](C)C3=CC=C(C(=O)OC)C=C3)C(F)(F)F)C=CC1